(2-chloro-4-nitrobenzoyl)-2,3-dinitrobenzene ClC1=C(C(=O)C2=C(C(=CC=C2)[N+](=O)[O-])[N+](=O)[O-])C=CC(=C1)[N+](=O)[O-]